C(C1=CC=CC=C1)OC(=O)N1[C@@H]2C[C@@H]([C@H](C1)C2)O (1S,4S,5S)-5-hydroxy-2-azabicyclo[2.2.1]heptane-2-carboxylic acid benzyl ester